N[C@H](CC1=C(C2=NC(=C(C(=C2O1)NCC=1SC=CC1)F)Cl)C#C)C 2-[(2S)-2-aminopropyl]-5-chloro-3-ethynyl-6-fluoro-N-(thiophen-2-ylmethyl)furo[3,2-b]pyridin-7-amine